FC(CC1=CC=C2C(=NC=NC2=C1)N1CC2(C1)CCN(CC2)C(=O)OC(C)(C)C)(F)F tert-butyl 2-[7-(2,2,2-trifluoroethyl)quinazolin-4-yl]-2,7-diazaspiro[3.5]nonane-7-carboxylate